9-(2,6-difluorophenyl)-3-methyl-16-thia-2,4,5,8-tetraazatetracyclo[8.6.0.02,6.011,15]Hexadeca-1(10),3,5,8,11(15)-penta-ene-13-carboxylic acid ethyl ester C(C)OC(=O)C1CC=2C=3C(=NCC4=NN=C(N4C3SC2C1)C)C1=C(C=CC=C1F)F